5-oxo-pentanoic acid ethyl ester C(C)OC(CCCC=O)=O